7-chloro-2-(4-phenoxyphenyl)-2H-pyrazolo[4,3-b]pyridine-3-carboxamide ClC=1C=2C(N=CC1)=C(N(N2)C2=CC=C(C=C2)OC2=CC=CC=C2)C(=O)N